N(C#N)[S@](=NC(CC1=C(C=C(C=C1C(C)C)C#N)C(C)C)=O)(=O)C1=C(C=CC(=C1)C(C)(C)O)OC (S)-N-(cyanamido(5-(2-hydroxypropan-2-yl)-2-methoxyphenyl)(oxo)-λ6-sulfaneylidene)-2-(4-cyano-2,6-diisopropylphenyl)acetamide